C1(=CC=CCCCC1)[2H] cyclooctadiene-d